5-[1-hydroxy-2-(4-isopropylphenylamino)ethyl]-1,3-oxazol-2(3H)-one OC(CNC1=CC=C(C=C1)C(C)C)C1=CNC(O1)=O